C(C(=C)C)(=O)OC1C2C=CC(C1O)C2 5-methacryloyloxy-6-hydroxynorbornen